2-ethylhexyl-5-methylfuran-2-carboxylate C(C)C(COC(=O)C=1OC(=CC1)C)CCCC